C(C=C)(=O)N1CCN(CC1)C1=C(C(=NC2=C(C(=C(C=C12)Cl)C1=CC=C(C2=C1N=C(S2)N)F)F)NCCC(=O)N(C)C)C#N 3-((4-(4-propenoylpiperazin-1-yl)-7-(2-amino-7-fluorobenzo[d]thiazol-4-yl)-6-chloro-3-cyano-8-fluoroquinolin-2-yl)amino)-N,N-dimethylpropionamide